4-formyl-3,3-dimethylpyrrolidine-1-carboxylic acid tert-butyl ester C(C)(C)(C)OC(=O)N1CC(C(C1)C=O)(C)C